C(CC(C)C)NC(C1=CC(=CC=C1)C=1C=CC2=C(NC(=N2)NC(CCCC)=O)C1)=O N-isopentyl-3-(2-valeramido-1H-benzo[d]imidazol-6-yl)benzamide